(3R)-4-amino-3-methyl-N-((3S)-tetrahydro-3-furanyl)-N-((5-(trifluoromethyl)-2-pyridinyl)methyl)-1,3-dihydrofuro[3,4-c]quinoline-8-carboxamide NC1=NC=2C=CC(=CC2C2=C1[C@H](OC2)C)C(=O)N(CC2=NC=C(C=C2)C(F)(F)F)[C@@H]2COCC2